(R)-3-((2-chloro-5-((4-methyl-4-oxido-1,4-azaphosphinan-1-yl)methyl)pyrimidin-4-yl)oxy)-10-methyl-9,10,11,12-tetrahydro-8H-[1,4]diazepino[5',6':4,5]thieno[3,2-f]quinoxalin-8-one ClC1=NC=C(C(=N1)OC1=NC=2C=CC3=C(C2N=C1)C1=C(S3)C(N[C@@H](CN1)C)=O)CN1CCP(CC1)(=O)C